ClC1(CO1)CC 2-chloro-epoxybutane